BrC=1C=C(C=C2C(N(C(=NC12)[C@H]1N(C[C@@](C1)(C(F)(F)F)O[Si](C)(C)C(C)(C)C)C(=O)OC(C)(C)C)C1=CC(=C(C=C1)OC)F)=O)C#N tert-butyl (2S,4S)-2-(8-bromo-6-cyano-3-(3-fluoro-4-methoxyphenyl)-4-oxo-3,4-dihydroquinazolin-2-yl)-4-((tert-butyldimethylsilyl)oxy)-4-(trifluoromethyl)pyrrolidine-1-carboxylate